tert-butyl 3-[6-(2-hydroxy-4,6-dimethyl-phenyl)pyrido[2,3-b]pyrazin-3-yl]piperidine-1-carboxylate OC1=C(C(=CC(=C1)C)C)C=1C=CC=2C(=NC(=CN2)C2CN(CCC2)C(=O)OC(C)(C)C)N1